COC1=C(C=CC(=C1)S(=O)(=O)C)NCC#CC=1C=C(C2=C(N(C=N2)CC(F)(F)F)C1)C(=O)N[C@H]1[C@H](CN(CC1)C(=O)OC(C)(C)C)C tert-butyl (3S,4R)-4-(6-(3-((2-methoxy-4-(methylsulfonyl)phenyl) amino) prop-1-yn-1-yl)-1-(2,2,2-trifluoroethyl)-1H-benzo[d]imidazole-4-carboxamido)-3-methylpiperidine-1-carboxylate